BrC1=C(C=C2C(=C(C(=NC2=C1F)SC)[N+](=O)[O-])N(C1C2CN(C1C2)C(=O)OC(C)(C)C)C(=O)OC(C)(C)C)CCC#N tert-Butyl (endo)-5-((7-bromo-6-(2-cyanoethyl)-8-fluoro-2-(methylthio)-3-nitroquinolin-4-yl)(tert-butoxycarbonyl)amino)-2-azabicyclo[2.1.1]hexane-2-carboxylate